C(#N)CC(=O)N1C[C@@H]([C@@H](CC1)C)N(C=1C2=C(N=CN1)N(C=C2)C(=O)NC=2C=C(C(=O)O)C=CC2)C 3-[[4-[[(3R,4R)-1-(2-cyanoacetyl)-4-methyl-3-piperidyl]-methyl-amino]pyrrolo[2,3-d]pyrimidine-7-carbonyl]amino]benzoic acid